NC=1C=C(C(C(=O)OC)=CC1I)C(=O)OC Dimethyl 4-amino-5-iodophthalate